CC(C(=O)OCC)CC1=CC=NC=C1 Ethyl α-methyl-4-pyridinepropanoate